benzyl (S)-7-(4-fluorobenzyl)-2-methyl-6-(((R)-tetrahydrofuran-3-yl) carbamoyl)-2,3-dihydro-1H-pyrido[2,3-b][1,4]oxazine-1-carboxylate FC1=CC=C(CC2=CC3=C(OC[C@@H](N3C(=O)OCC3=CC=CC=C3)C)N=C2C(N[C@H]2COCC2)=O)C=C1